1-((1r,2r)-6,7-difluoro-2-hydroxy-4,4-dimethyl-1,2,3,4-tetrahydronaphthalen-1-yl)-3-(6-(hydroxymethyl)-5-methyl-2-phenylpyridin-3-yl)urea FC=1C=C2C(C[C@H]([C@@H](C2=CC1F)NC(=O)NC=1C(=NC(=C(C1)C)CO)C1=CC=CC=C1)O)(C)C